6'-(((1S,3S)-3-((5-(dimethylamino)pyrimidin-2-yl)amino)cyclopentyl)amino)-2H-[1,3'-bipyridyl]-2-one CN(C=1C=NC(=NC1)N[C@@H]1C[C@H](CC1)NC1=CC=C(C=N1)N1C(C=CC=C1)=O)C